FC=1C=C(C=CC1F)C1(CC1)OCC(=O)N1[C@@H]2CN([C@H](C1)C2)C2=NC=C(C#N)C=C2 6-((1S,4S)-5-(2-(1-(3,4-difluorophenyl)cyclopropoxy)acetyl)-2,5-diazabicyclo[2.2.1]heptan-2-yl)nicotinonitrile